4-(3-cyclopropyl-1-(3-fluorophenyl)-1H-indazol-6-yl)pyridin-2-amine C1(CC1)C1=NN(C2=CC(=CC=C12)C1=CC(=NC=C1)N)C1=CC(=CC=C1)F